5-(4-(4-(8-bromoquinoxalin-2-yl)-1H-pyrazol-1-yl)piperidin-1-yl)-N-((2-(2,6-dioxopiperidin-3-yl)-1-oxoisoindolin-5-yl)methyl)-2,2-difluoro-5-oxopentanoic acid amide BrC=1C=CC=C2N=CC(=NC12)C=1C=NN(C1)C1CCN(CC1)C(CCC(C(=O)NCC=1C=C2CN(C(C2=CC1)=O)C1C(NC(CC1)=O)=O)(F)F)=O